Cl.C(C1=CC=CC=C1)N1N=CC=2C(=NC=CC21)CN2C(C=CC(=C2)C#C)=O 1-((1-benzyl-1H-pyrazolo[4,3-c]pyridin-4-yl)methyl)-5-ethynylpyridin-2(1H)one hydrochloride